1-[9-(4-Methylphenyl)nonanoyl]azetidin-3-yl dihydrogen phosphate ammonium salt [NH4+].P(=O)(OC1CN(C1)C(CCCCCCCCC1=CC=C(C=C1)C)=O)(O)O